IC[C@@H]1[C@H]([C@H]([C@@H](O1)N1C2=NC=NC(=C2N=C1)NCCC(=O)O)O)O 3-((9-((2R,3R,4S,5S)-5-(iodomethyl)-3,4-dihydroxytetrahydrofuran-2-yl)-9H-purin-6-yl)amino)propanoic acid